C(C)(=O)NC=1C=C(C(=C(C1)/C=C/CC(=O)O)OC)F (E)-4-(5-acetamido-3-fluoro-2-methoxyphenyl)-3-butenoic acid